C(C)C1C(CNC1)C1=C(N(C=C1)S(=O)(=O)C1=CC=CC=C1)N (4-ethylpyrrolidin-3-yl)-amino-1-(benzenesulfonyl)-1H-pyrrole